3-bromo-N-methoxy-N,4-dimethylbenzamide BrC=1C=C(C(=O)N(C)OC)C=CC1C